O(O)C(C=CCC(C=C)(O)C)(C)C 7-hydroperoxy-3,7-dimethylocta-1,5-diene-3-ol